FC1=CC(=C(C=2C3=C(C(=NN3C)C)C3(CCC3)NC12)C)C1=C2C=NN(C2=CC=C1)S(=O)(=O)C 6-Fluoro-1,3,9-trimethyl-8-(1-methylsulfonylindazol-4-yl)spiro[5H-pyrazolo[4,3-c]chinolin-4,1-cyclobutan]